C(C)(C)(C)OC(=O)N1CCC(CC1)OC1=C(C=C(C=C1)[N+](=O)[O-])C.N[C@@H](CC(=O)O)C(=O)Cl monoaspartyl-Chlorine tert-butyl-4-(2-methyl-4-nitrophenoxy)piperidine-1-carboxylate